BrC=1C(=CC2=C(N(C(C(CS2)(C(C)C)CC)=O)C2=CC=CC=C2)C1)OC 7-bromo-3-ethyl-3-isopropyl-8-methoxy-5-phenyl-2,3-dihydro-1,5-benzothiazepine-4(5H)-one